N-(2-(Dimethoxymethyl)-3-fluorobenzyl)-N-(2-oxo-2-((2'-oxo-1,1',2',3-tetrahydrospiro[indene-2,3'-pyrrolo[2,3-b]pyridin]-5-yl)amino)ethyl)pivalamide COC(C1=C(CN(C(C(C)(C)C)=O)CC(NC=2C=C3CC4(C(NC5=NC=CC=C54)=O)CC3=CC2)=O)C=CC=C1F)OC